1-chloro-2-(chlorosulfonyl)ethane ClCCS(=O)(=O)Cl